(R)-4-(tert-butoxycarbonyl)-1-(5-(trifluoromethyl)pyrazin-2-yl)piperazine-2-carboxylic acid C(C)(C)(C)OC(=O)N1C[C@@H](N(CC1)C1=NC=C(N=C1)C(F)(F)F)C(=O)O